6-((6-chloro-2-cyclopropyl-1-(1-ethyl-1H-pyrazol-4-yl)-7-fluoro-1H-indol-3-yl)thio)picolinic acid ClC1=CC=C2C(=C(N(C2=C1F)C=1C=NN(C1)CC)C1CC1)SC1=CC=CC(=N1)C(=O)O